ethyl-6-[2-(9-{[4-(dimethylamino)butanoyl]oxy}octadecyl)cyclopropyl]hexanoate C(C)OC(CCCCCC1C(C1)CCCCCCCCC(CCCCCCCCC)OC(CCCN(C)C)=O)=O